Ethyl 2-[(4-bromo-2,5-difluoro-phenyl)methyl]-1-[(3S)-4,4-dimethyltetrahydrofuran-3-yl]imidazo[4,5-c]pyridine-6-carboxylate BrC1=CC(=C(C=C1F)CC=1N(C2=C(C=NC(=C2)C(=O)OCC)N1)[C@@H]1COCC1(C)C)F